3,6-Di-tert-butylfluorenyl-lithium C(C)(C)(C)C=1C=C(C=2CC3=CC=C(C=C3C2C1)C(C)(C)C)[Li]